C(C)N1C[C@@H](CCC1)NC1=CC=C(N=N1)C1=C(C=C(C#N)C=C1C)O 4-[6-[[(3R)-1-Ethyl-3-piperidyl]amino]pyridazin-3-yl]-3-hydroxy-5-methyl-benzonitrile